bis-imidazolyl-aminocarboxylic acid N1C(=NC=C1)N(C(=O)O)C=1NC=CN1